tert-butyl-4-(5-((5-chloro-1H-indol-3-yl)sulfonyl)-2-methoxyphenyl)piperazine titanium-potassium phosphate carbon [C+4].P(=O)([O-])([O-])[O-].[K+].[Ti+4].C(C)(C)(C)N1CCN(CC1)C1=C(C=CC(=C1)S(=O)(=O)C1=CNC2=CC=C(C=C12)Cl)OC.P(=O)([O-])([O-])[O-].P(=O)([O-])([O-])[O-]